C(C)(C)C1=C(NC2=CC=C(C=C12)C1CCN(CC1)CC1=NN(C=N1)C)C1=C2C(=NC=C1)NN=C2 4-(3-isopropyl-5-(1-((1-methyl-1H-1,2,4-triazol-3-yl)methyl)piperidin-4-yl)-1H-indol-2-yl)-1H-pyrazolo[3,4-b]pyridine